N-(1-(1-(2,4-bis(trifluoromethyl)phenyl)ethyl)-1H-pyrazol-4-yl)-5-(pyridin-2-yl)-1,3,4-oxadiazole-2-carboxamide FC(C1=C(C=CC(=C1)C(F)(F)F)C(C)N1N=CC(=C1)NC(=O)C=1OC(=NN1)C1=NC=CC=C1)(F)F